FC=1C=CC(=C(C(=O)NCC2=CC=C(C=C2)C2=C(C3=C(C(=N2)C2CC(CC2)O)C=NN3)C(=O)N)C1)OC 6-(4-((5-fluoro-2-methoxybenzoylamino)methyl)phenyl)-4-(3-hydroxycyclopentyl)-1H-pyrazolo[4,3-c]pyridine-7-carboxamide